O=C1NC(CCC1N1C(C2=CC=C(C=C2C1)NC(=O)C1=CC=2C(=NSN2)C=C1)=O)=O N-(2-(2,6-dioxopiperidin-3-yl)-1-oxoisoindolin-5-yl)benzo[c][1,2,5]thiadiazole-5-carboxamide